1-O-myristyl-glycerin (R)-tert-butyl-(3-(4-hydroxypiperidin-1-yl)-1-(6-(pyridazin-4-yl)pyridin-3-yl)propyl)carbamate C(C)(C)(C)N(C(O)=O)[C@H](CCN1CCC(CC1)O)C=1C=NC(=CC1)C1=CN=NC=C1.C(CCCCCCCCCCCCC)OCC(O)CO